methyl 4-[(1R)-1-hydroxy-2-(2-hydroxyethylamino)ethyl]-2-methoxy-benzoate O[C@@H](CNCCO)C1=CC(=C(C(=O)OC)C=C1)OC